phenyl-5-bromo-7-methyl-quinazoline C1(=CC=CC=C1)C1=NC2=CC(=CC(=C2C=N1)Br)C